vinyl-phenyl alcohol C(=C)C1=C(C=CC=C1)O